(5S)-2-(4-Methylbenzyl)-3-oxo-2,5,6,7-tetrahydro-3H-pyrrolo[2,1-c][1,2,4]triazol CC1=CC=C(CN2N=C3N(C2=O)CCC3)C=C1